(S)-N-(6-chlorochroman-4-ylidene)-2-methylpropane-2-sulfinamide ClC=1C=C2C(CCOC2=CC1)=N[S@@](=O)C(C)(C)C